N1=C(N=CC=C1)[C@H](C)NC(=O)[C@H]1CN(CC[C@@H]1NC(=O)C1=NOC(=C1)C1=C(C=C(C=C1)F)F)C1CCC1 (3S,4S)-1-cyclobutyl-4-{[5-(2,4-difluoro-phenyl)-isoxazole-3-carbonyl]-amino}-piperidine-3-carboxylic acid ((S)-1-pyrimidin-2-yl-ethyl)-amide